3-[(1R)-1-Amino-3-methylbutyl]-1H-indol-4-ol N[C@H](CC(C)C)C1=CNC=2C=CC=C(C12)O